1-(4-hydroxy-3-methoxybenzyl)-2-(4-(4-methoxyphenyl)-6-(3-nitrophenyl)pyrimidin-2-yl)guanidine hydrochloride Cl.OC1=C(C=C(CNC(=NC2=NC(=CC(=N2)C2=CC=C(C=C2)OC)C2=CC(=CC=C2)[N+](=O)[O-])N)C=C1)OC